CC1=C(C=CC=C1C(F)(F)F)[C@@H](C)NC(=O)C1=CN(C(C=C1N[C@@H]1CC[C@]12CN(CCC2)C)=O)C2CCOCC2 N-((R)-1-(2-methyl-3-(trifluoromethyl)phenyl)ethyl)-4-(((1R,4R)-6-methyl-6-azaspiro[3.5]nonan-1-yl)amino)-6-oxo-1-(tetrahydro-2H-pyran-4-yl)-1,6-dihydropyridine-3-carboxamide